Cl.N1(CCNCC1)C1=CC=C(OC2C(NC(CC2)=O)=O)C=C1 3-(4-(piperazin-1-yl)phenoxy)piperidine-2,6-dione hydrochloride